2-(3-phenylpropyl)-5-(pyrrolidin-1-yl)-1,3,4-oxadiazole C1(=CC=CC=C1)CCCC=1OC(=NN1)N1CCCC1